C1(=CC=CC=C1)C=1N=C(SC1)CC1=CC=CS1 5-[(4-phenyl-1,3-thiazol-2-yl)methyl]thiophen